CCC(C)C(C)O 3-n-Butyl-1-Ethanol